ClC=1C=NC=CC1C1=C2CCN(C(C2=CC(=C1)CCN(C)CC)=O)[C@@H](C)C1=NC=C(C#N)C(=C1)OCC (S)-6-(1-(5-(3-chloropyridin-4-yl)-7-(2-(ethyl(methyl)amino)ethyl)-1-oxo-3,4-dihydroisoquinolin-2(1H)-yl)ethyl)-4-ethoxynicotinonitrile